O.C1(=CC=CC=C1)C(C(=O)[O-])(C(=O)[O-])C1=CC=CC=C1.[Yb+3].C1(=CC=CC=C1)C(C(=O)[O-])(C(=O)[O-])C1=CC=CC=C1.C1(=CC=CC=C1)C(C(=O)[O-])(C(=O)[O-])C1=CC=CC=C1.[Yb+3] ytterbium diphenylmalonate hydrate